2-(3-(3'-chloro-6-fluoro-[1,1'-biphenyl]-3-yl)-5-(cyclopropylmethyl)-4-(3-fluoro-4-sulfamoylbenzyl)-1H-pyrazol-1-yl)thiazole-4-carboxylic acid ClC=1C=C(C=CC1)C1=CC(=CC=C1F)C1=NN(C(=C1CC1=CC(=C(C=C1)S(N)(=O)=O)F)CC1CC1)C=1SC=C(N1)C(=O)O